(2,6-dichloropyridin-4-yl)(1,4-dioxan-2-yl)methanol ClC1=NC(=CC(=C1)C(O)C1OCCOC1)Cl